CN1CCN(CC1)C=1N=C(C2=C(N1)SC=C2C2=CC=CC=C2)NCC2=CC=C(C=C2)S(=O)(=O)N 4-(((2-(4-Methylpiperazin-1-yl)-5-phenylthieno[2,3-d]pyrimidin-4-yl)amino)methyl)-benzenesulfonamide